methyl 4-{2-[(4-{[6-(5-chloro-2-fluorophenyl)-3-methylpyridazin-4-yl]amino}pyridin-2-yl)carbamoyl]ethyl}-1-(propan-2-yl)piperazine-2-carboxylate ClC=1C=CC(=C(C1)C1=CC(=C(N=N1)C)NC1=CC(=NC=C1)NC(=O)CCN1CC(N(CC1)C(C)C)C(=O)OC)F